N-({5-fluoro-6-[(3-isoxazolylamino)methyl]-2-indolyl}methyl)1-methylcyclopropanecarboxamide FC=1C=C2C=C(NC2=CC1CNC1=NOC=C1)CNC(=O)C1(CC1)C